C(C1=CC=CC=C1)(=O)O.CC(C)(C(C(CCC)O)C)O 2,3-dimethyl-2,4-heptanediol benzoate